CNC=1C2=C(N=C(N1)NC1=CC=C(C3=C1OCO3)C(=O)N3CCC(CC3)N3CCOCC3)NC=C2C(F)(F)F (7-((4-(methylamino)-5-(trifluoromethyl)-7H-pyrrolo[2,3-d]pyrimidin-2-yl)amino)benzo[d][1,3]dioxol-4-yl)(4-morpholinopiperidin-1-yl)methanone